C(C)OC(=O)C1CCCC=2C3=CC(=CC=C3NC12)F 6-fluoro-2,3,4,9-tetrahydro-1H-carbazole-1-carboxylic acid ethyl ester